N1(N=NC=C1)C1=NC2=CC=CC=C2C(=C1)C(C)NC(C1=C(C=CC(=C1)N)C)=O N-(1-(2-(1H-1,2,3-triazol-1-yl)quinolin-4-yl)ethyl)-5-amino-2-methylbenzamide